ClC1=CC=C(C=C1)C=1N=C(SC1)N(C1=C(N=C2N1C=C(C=C2)N2C(CN(CC2)C(=O)OC(C)(C)C)=O)CC)C tert-butyl 4-(3-((4-(4-chlorophenyl)thiazol-2-yl)(methyl)amino)-2-ethylimidazo[1,2-a]pyridin-6-yl)-3-oxopiperazine-1-carboxylate